ClC1=C2CCC(C2=CC=C1C=1SC=C2C1N=CN(C2=O)CC2(CCN(CC2)C(CC(C(F)F)N2N=C(C=C2)F)=O)O)=O 7-(4-chloro-1-oxo-2,3-dihydro-1H-inden-5-yl)-3-((1-(4,4-difluoro-3-(3-fluoro-1H-pyrazol-1-yl)butyryl)-4-hydroxypiperidin-4-yl)methyl)thieno[3,4-d]pyrimidin-4(3H)-one